C(C(C)C)N1N=CC(=C1)NC1=NC=C2C(N(N(C2=N1)C1=CC=CC(=N1)OC1CCN(CC1)C(=O)OC(C)(C)C)CC=C)=O tert-butyl 4-{6-[6-(1-isobutylpyrazol-4-ylamino)-3-oxo-2-(prop-2-enyl)-1,2-dihydro-3H-1,2,5,7-tetraazainden-1-yl]pyrid-2-yloxy}piperidine-1-carboxylate